C(C)(C)(C1=CC=CC=C1)C1=C(C=CC(=C1)C(C)(C)C1=CC=CC=C1)C(O)(C(CO)(CO)CO)C1=C(C=C(C=C1)C(C)(C)C1=CC=CC=C1)C(C)(C)C1=CC=CC=C1 bis-(2,4-dicumylphenyl)-pentaerythritol